amylidenecyclopentanone C(CCCC)=C1C(CCC1)=O